dipropyl 2,5-pyridinedicarboxylate N1=C(C=CC(=C1)C(=O)OCCC)C(=O)OCCC